C1(CC1)C1=C(C=NN1C1=C2C=CN=CC2=CC=C1)C(=O)NC1=CC(=NC=C1)C(F)(F)F 5-cyclopropyl-1-(isoquinolin-5-yl)-N-(2-(trifluoromethyl)pyridin-4-yl)-1H-pyrazole-4-carboxamide